2-bromo-1-methoxy-4-(2-methoxypropan-2-yl)benzene BrC1=C(C=CC(=C1)C(C)(C)OC)OC